CC(=C(C)[N+](=O)[O-])C 1,1-dimethyl-2-nitropropene